C(#N)C=1C=CC(=C(OCC2=C(C=CC=C2)/C(/C(=O)OC)=C\OC)C1)C methyl (e)-2-[2-[(5-cyano-2-methyl-phenoxy)methyl]phenyl]-3-methoxy-prop-2-enoate